5-(1-(2,2-difluoroethyl)-2-methyl-1H-imidazo[4,5-b]pyridin-6-yl)-N-(tetrahydro-2H-pyran-4-yl)pyrrolo[2,1-f][1,2,4]triazin-2-amine FC(CN1C(=NC2=NC=C(C=C21)C=2C=CN1N=C(N=CC12)NC1CCOCC1)C)F